2-[3-(5-chloro-2,4-difluoro-phenyl)-1H-pyrazol-4-yl]-7-(5,6-dihydro-4H-imidazo[1,2-c]triazol-3-yl)-1,5-naphthyridine ClC=1C(=CC(=C(C1)C1=NNC=C1C1=NC2=CC(=CN=C2C=C1)C1=C2N(N=N1)CCN2)F)F